FC1(OC2=C(O1)C=CC(=C2)C2(CC2)C(=O)O)F 1-(2,2-difluorobenzo[d][1,3]dioxol-5-yl)cyclopropanecarboxylic acid